FC1=CC(=C(C(=C1)C(C)C)NC(=O)NS(=O)(=O)N1CCCCC1)C(C)C N-((4-Fluoro-2,6-diisopropylphenyl)carbamoyl)piperidin-1-sulfonamid